N-vinylbutyramide C(=C)NC(CCC)=O